C1(C=CC=C1)[Ti](Cl)(Cl)C1C=CC=C1 bis(cyclopentadienyl)-dichloro-titanium